N1=CC(=CC=C1)C=1C=C(C=CC1)C1=CC(=NC=C1C1=CC=C(C=C1)N1C2=CC=CC(=C2C=2C(=CC=CC12)C1=CC=CC=C1)C1=CC=CC=C1)C1=CC=C(C=C1)N1C2=CC=CC(=C2C=2C(=CC=CC12)C1=CC=CC=C1)C1=CC=CC=C1 9,9'-((4-(3-(pyridin-3-yl)phenyl)pyridine-2,5-diyl)bis(4,1-phenylene))bis(4,5-diphenyl-9H-carbazole)